3-(1'-(4-(2-hydroxypropan-2-yl)benzyl)-6-oxo-6,8-dihydro-2H,7H-spiro[furo[2,3-e]isoindole-3,4'-piperidin]-7-yl)piperidine-2,6-dione OC(C)(C)C1=CC=C(CN2CCC3(CC2)COC2=C4CN(C(C4=CC=C23)=O)C2C(NC(CC2)=O)=O)C=C1